The molecule is the benzoate ester that is the propyl ester of 4-hydroxybenzoic acid. Preservative typically found in many water-based cosmetics, such as creams, lotions, shampoos and bath products. Also used as a food additive. It has a role as an antifungal agent and an antimicrobial agent. It is a benzoate ester, a member of phenols and a paraben. It derives from a propan-1-ol and a 4-hydroxybenzoic acid. CCCOC(=O)C1=CC=C(C=C1)O